ClC1=NC=C2C=C(N=CC2=C1)NC(C)=O N-(7-chloro-2,6-naphthyridin-3-yl)acetamide